[14C]l-citrulline N[14C@@H](CCCNC(=O)N)C(=O)O